(S)-N-(8,9-Difluoro-6-oxo-1,4,5,6-tetrahydro-2H-pyrano[3,4-c]isoquinolin-1-yl)-2,2-difluoro-N-methyl-2-phenylacetamide FC=1C(=CC=2C3=C(NC(C2C1)=O)COC[C@H]3N(C(C(C3=CC=CC=C3)(F)F)=O)C)F